6-bromo-8-chloro-4-(hydroxymethyl)phthalazin-1(2H)-one BrC=1C=C2C(=NNC(C2=C(C1)Cl)=O)CO